2-[1-[4-[[2,6-dioxo-3-piperidyl]amino]-2-fluoro-5-methoxy-phenyl]-4-hydroxy-4-piperidyl]acetic acid tert-butyl ester C(C)(C)(C)OC(CC1(CCN(CC1)C1=C(C=C(C(=C1)OC)NC1C(NC(CC1)=O)=O)F)O)=O